C(C)(C)(C)C1=NN=C(O1)C(=O)N[C@@H]1CCCCC2=C1C=NC(=C2)C2=NC(=NC=C2)NC=2C=NN(C2)C (R)-5-(tert-butyl)-N-(3-(2-((1-methyl-1H-pyrazol-4-yl)amino)pyrimidin-4-yl)-6,7,8,9-tetrahydro-5H-cyclohepta[c]pyridin-9-yl)-1,3,4-oxadiazole-2-carboxamide